F[C@@H]1[C@H](C[C@H]2C[C@H]([C@H]3[C@@H]4CC[C@H]([C@@H](CCC(=O)OC)C)[C@]4(CC[C@@H]3[C@]2(C1)C)C)OCOC)O methyl 2β-fluoro-3α-hydroxy-7α-methoxymethoxyl-5β-cholanoate